C(=O)(O)C(CC(=O)O)N1N=NC2=C1C=CC=C2 1-(1',2'-dicarboxylethyl)benzotriazole